N-(1-methyl-3-(4'-(pyridin-4-ylmethoxy)-4,5,5',6'-tetrahydro-2H-spiro[furan-3,8'-pyrano[3,4-b]pyridin]-2'-yl)-1H-pyrrolo[2,3-c]pyridin-5-yl)acetamide CN1C=C(C=2C1=CN=C(C2)NC(C)=O)C2=CC(=C1C(=N2)C2(OCC1)COCC2)OCC2=CC=NC=C2